[N+](=O)(O)[O-].C(C)N1CCN(CC1)CC=1C=CC(=NC1)NC(=N)N N-(5-(4-ethyl-piperazin-1-ylmethyl)pyridin-2-yl)guanidine nitrate